[Si](C1=CC=CC=C1)(C1=CC=CC=C1)(C(C)(C)C)OC[C@H]1[C@@H](C1)[C@@H](CC=O)OC (R)-3-((1R,2R)-2-(((tert-butyldiphenylsilyl)oxy)methyl)cyclopropyl)-3-methoxypropionaldehyde